(E)-3-(1H-indol-3-yl)-1-(5-methoxypyridin-3-yl)-2-methylpropan-2-en-1-one N1C=C(C2=CC=CC=C12)/C=C(/C(=O)C=1C=NC=C(C1)OC)\C